C(C)(C)(C)OC(NCC1=CC=C(C=C1)CN)=O (4-(aminomethyl)benzyl)carbamic acid tert-butyl ester